N-(2-((5-cyano-4-((2-isopropoxyphenyl)amino)pyrimidin-2-yl)amino)-5-(4-morpholinopiperidin-1-yl)phenyl)acrylamide C(#N)C=1C(=NC(=NC1)NC1=C(C=C(C=C1)N1CCC(CC1)N1CCOCC1)NC(C=C)=O)NC1=C(C=CC=C1)OC(C)C